C(C)(C)(C)OC(=O)N1OC(CC1C1=CC=CC=C1)CC1=CC2=CC=CC=C2C=C1 5-(naphthalen-2-ylmethyl)-3-phenylisoxazolidine-2-carboxylic acid tert-butyl ester